OCC1=CC=C2C(=N1)CN(C2)C(=O)OC(C)(C)C tert-Butyl 2-(hydroxymethyl)-5,7-dihydro-6H-pyrrolo[3,4-b]pyridine-6-carboxylate